C(C)[C@H]1N(C[C@@H](N(C1)C=1C=2N=C(N(C2N2C(N1)=NN=C2)C[C@H]2OCCC2)C)C)CC2=CC=C(C=C2)C(F)(F)F 4-((2S,5R)-5-Ethyl-2-methyl-4-(4-(trifluoromethyl)benzyl)piperazin-1-yl)-2-methyl-1-(((S)-tetrahydrofuran-2-yl)methyl)-1H-[1,2,4]triazolo[3,4-b]purine